1-(bromomethyl)-2,4-dimethylbenzene BrCC1=C(C=C(C=C1)C)C